FC1([C@@H](C1)N1N=CC=2C1=NC(=CC2)N)F (R)-1-(2,2-difluorocyclopropyl)-1H-pyrazolo[3,4-b]pyridin-6-amine